C(C=C)[C@@]1(NCCC1)C(=O)OC (R)-methyl 2-allyl-pyrrolidine-2-carboxylate